FC=1C=C(C=C2C(=CC=NC12)N1C[C@@H](CCC1)NC(OC(C)(C)C)=O)C1=CNC2=NC=C(C=C21)C(NC)=O tert-Butyl N-[(3R)-1-{8-fluoro-6-[5-(methylcarbamoyl)-1H-pyrrolo[2,3-b]pyridin-3-yl]quinolin-4-yl}piperidin-3-yl]carbamate